O[C@H]1[C@@H](CCCC1)N1C=C(C2=C1N=NC(=C2)C2=C(C=C1C(C=CO1)=C2O)C)C 5-[7-[(1R,2R)-2-hydroxycyclohexyl]-5-methyl-pyrrolo[2,3-c]pyridazin-3-yl]-6-methyl-benzofuran-4-ol